O=C(NCCC(NCCS)=O)[C@H](O)C(C)(C)CO (R)-Pantethein